{3-[(1,3-benzothiazol-2-yl)amino]-7H-pyrrolo[2,3-c]Pyridazin-7-yl}-1,3-thiazole-4-carboxylic acid ethyl ester C(C)OC(=O)C=1N=C(SC1)N1C=CC2=C1N=NC(=C2)NC=2SC1=C(N2)C=CC=C1